C1(=CC=CC=C1)N1C2=CC=CC=C2C=2C=C(C=CC12)C1=C(C=CC(=C1)N)C1=CC=C(C=C1)N 9-phenyl-9H-carbazole-3-ylbiphenyl-4,4'-diamine